1-(9Z-hexadecenoyl)-2-(9Z,12Z,15Z-octadecatrienoyl)-glycero-3-phosphocholine CCCCCC/C=C\CCCCCCCC(=O)OC[C@H](COP(=O)([O-])OCC[N+](C)(C)C)OC(=O)CCCCCCC/C=C\C/C=C\C/C=C\CC